(1-(2-Hydroxyethyl)piperidin-4-yl)((1S,5R)-8-(3-(methylsulfonyl)phenyl)-1,3,4,5-tetrahydro-2H-1,5-methanobenzo[c]azepin-2-yl)methanone OCCN1CCC(CC1)C(=O)N1[C@@H]2C3=C([C@H](CC1)C2)C=CC(=C3)C3=CC(=CC=C3)S(=O)(=O)C